FC(C)(C)C1=CC2=C(SC=C2)C(=C1)C#N 5-(2-fluoroprop-2-yl)benzo[b]thiophene-7-carbonitrile